COC=1C=C(C=CC1)C(C(=O)O)C(CC(=O)O)C1=CC(=CC=C1)OC 2,3-bis(3-methoxyphenyl)glutaric acid